ClC=1C=C2C(=NC=NC2=CC1)N1CC=2C=C(C=NC2CC1)C=1C=NC(=CC1)C(F)(F)F 6-chloro-4-[3-[6-(trifluoromethyl)-3-pyridyl]-7,8-dihydro-5H-1,6-naphthyridin-6-yl]quinazoline